FC1=C2C=CN(C2=CC(=C1OC1=CC(=C(C=C1)F)C=1NC=C(N1)CC1=C(C(=CC=C1)CCC(=O)OC)F)F)P(O)(O)=O (4,6-Difluoro-5-(4-fluoro-3-(4-(2-fluoro-3-(3-methoxy-3-oxopropyl)benzyl)-1H-imidazol-2-yl)phenoxy)-1H-indol-1-yl)phosphonic acid